ClC1=C(C(=O)O)C=C(C(=C1)F)F 2-chloro-4,5-difluorobenzoic acid